n-propylamine carbon [C].C(CC)N